2-(4-methoxybenzyloxy)-5-(4-(3-(pyrrolidin-1-yl)phenyl)-1H-1,2,3-triazol-1-yl)benzaldehyde COC1=CC=C(COC2=C(C=O)C=C(C=C2)N2N=NC(=C2)C2=CC(=CC=C2)N2CCCC2)C=C1